{[(phenyloxy)acetyl]amino}-4-pyridinecarboxylic acid C1(=CC=CC=C1)OCC(=O)NC1=NC=CC(=C1)C(=O)O